(+/-)-4-(3-(2-chlorothiophen-3-yl)-1,4-oxazepan-4-yl)-6-methylpyrimidin-2-amine ClC=1SC=CC1[C@@H]1COCCCN1C1=NC(=NC(=C1)C)N |r|